N1=C(N=CC=C1)S(=O)(=O)[C@@H]1C[C@H](C1)C(=O)OC methyl (trans)-3-(pyrimidin-2-ylsulfonyl)cyclobutane-1-carboxylate